C(C=C)(=O)NC=1C=C(C=C(C1C)F)C1=C(NC2=NC=C(C=C21)C(=O)OC(C)C)C2=CC=C(C=C2)N2CCN(CC2)C isopropyl 3-(3-acrylamido-5-fluoro-4-methylphenyl)-2-(4-(4-methylpiperazin-1-yl)phenyl)-1H-pyrrolo[2,3-b]pyridine-5-carboxylate